C(C)NC(=O)C=1N=C(OC1C1=C(C=CC=C1)OC(F)(F)F)C1=CC=C(C=C1)C(F)(F)F ethyl-5-(2-(trifluoromethoxy)phenyl)-2-(4-(trifluoromethyl)phenyl)oxazole-4-carboxamide